FC(C[N+](=O)[O-])F 2,2-difluoro-1-nitroethane